sodium trans-propenol phosphate P(=O)([O-])([O-])O\C=C\C.[Na+].[Na+]